methyl (2-eicosyloxy) ethyl phosphate P(=O)(OC)(OOC(C)CCCCCCCCCCCCCCCCCC)OCC